ClC1=NN=C2N1N=C(C(=C2C)C)N2CC=1C=C(C=NC1CC2)N2C=1N(CCC2)N=CC1 6-(3-chloro-7,8-dimethyl-[1,2,4]triazolo[4,3-b]pyridazin-6-yl)-3-(6,7-dihydropyrazolo[1,5-a]pyrimidin-4(5H)-yl)-5,6,7,8-tetrahydro-1,6-naphthyridine